[NH4+].C(#N)C=1C=CC2=CN(N=C2C1)C1CCC(CC1)CNC(C1=CC(=C(C(=C1)F)O)F)=O N-{[(1r,4r)-4-(6-cyano-2H-indazol-2-yl)cyclohexyl]methyl}-3,5-difluoro-4-hydroxybenzamide, ammonium salt